[NH+]1=CC=CC=C1.S(=O)(=O)=O sulphur trioxide pyridinium salt